6-(naphthalen-1-ylmethyl)-3-oxo-2,3-dihydropyridazin-4-yl 3-phenethyl-1H-pyrazole-5-carboxylate C(CC1=CC=CC=C1)C1=NNC(=C1)C(=O)OC=1C(NN=C(C1)CC1=CC=CC2=CC=CC=C12)=O